5-((3-bromo-2-chlorobenzyl)oxy)-6-methylpyrazine-2-carbaldehyde BrC=1C(=C(COC=2N=CC(=NC2C)C=O)C=CC1)Cl